O.C(CC)S(=O)(=O)O Propanesulfonic acid hydrate